4-O-β-D-Glucopyranosyl-D-ribitol [C@@H]1([C@H](O)[C@@H](O)[C@H](O)[C@H](O1)CO)O[C@@H]([C@H]([C@H](CO)O)O)CO